C1(=CC=CC=C1)C=1C=C(C=NC1)C1=CC=2C(=NC=CC2S1)N(C=O)C1CC1 N-(2-(5-phenylpyridine-3-yl)thieno[3,2-c]pyridine-4-yl)cyclopropyl-formamide